4-[(4,6-dichloro-8-methoxy-3-quinolyl)sulfonyl]thiomorpholine ClC1=C(C=NC2=C(C=C(C=C12)Cl)OC)S(=O)(=O)N1CCSCC1